4-methyl-N-(tridecan-6-yl)benzenesulfonamide CC1=CC=C(C=C1)S(=O)(=O)NC(CCCCC)CCCCCCC